ClC=1C(=C(C=CC1)[Ru+])Cl dichlorophenylruthenium (II)